CC=1C=C(N)C=C(C1C(F)(F)F)B1OC(C(O1)(C)C)(C)C 3-methyl-5-(4,4,5,5-tetramethyl-1,3,2-dioxaborolan-2-yl)-4-(trifluoromethyl)aniline